N1=NC(=CC=C1)CN1C(NC2=NC=CC=C21)=O 1-(pyridazin-3-ylmethyl)-1,3-dihydro-2H-imidazo[4,5-b]Pyridin-2-one